(9Z)-9-octadecatrienealdehyde C=CC=CC=CCCC(CCCCCCCCC)=O